Cl.NCC(=O)C1=CC(=CC=C1)OC(F)(F)F 2-amino-1-(3-(trifluoromethoxy)phenyl)ethan-1-one hydrochloride